ClC1=NC=C2NC(N(C2=N1)CC1=CC=C(C=C1)N1N=C(C=C1C1CC1)C(C)(C)O)=O 2-chloro-9-([4-[5-cyclopropyl-3-(2-hydroxypropan-2-yl)pyrazol-1-yl]phenyl]methyl)-7H-purin-8-one